4-Anilino-2-(cyclohexylamino)pyrimidine N(C1=CC=CC=C1)C1=NC(=NC=C1)NC1CCCCC1